bis-(4-hydroxyphenyl) sulfide OC1=CC=C(C=C1)SC1=CC=C(C=C1)O